5-((7-fluoro-3-methyl-1,4-dioxo-1,4-dihydronaphthalen-2-yl)methyl)pyrimidine-2-carbonitrile FC1=CC=C2C(C(=C(C(C2=C1)=O)CC=1C=NC(=NC1)C#N)C)=O